2-Fluoro-N-(6-(3-fluoro-2-methylphenyl)imidazo[1,2-a]pyridin-2-yl)cyclopropanecarboxamide FC1C(C1)C(=O)NC=1N=C2N(C=C(C=C2)C2=C(C(=CC=C2)F)C)C1